C1(CC1)[C@H](C1=CC=2N(N=C1)C=C(N2)[C@@H](NC(=O)C2=CC=NN2C(C)C)C2CCC(CC2)(F)F)NC(CCC(F)(F)F)=O |o1:3| N-((S)-(7-((R*)-Cyclopropyl(4,4,4-trifluorobutanamido)methyl)imidazo[1,2-b]pyridazin-2-yl)(4,4-difluorocyclohexyl)methyl)-1-isopropyl-1H-pyrazole-5-carboxamide